C(#N)C(C=C)NC=1C(=CC=C2C=CC(=CC12)C1=CC=CC(=N1)C(=O)NC1CCC(CC1)=O)OC 6-{8-[(cyano-2-methylideneethyl)amino]-7-methoxynaphthalen-2-yl}-N-(4-oxocyclohexyl)pyridine-2-carboxamide